(1S,2S,5R)-N-((S)-1-amino-1-oxo-3-((S)-2-oxopyrrolidin-3-yl)propan-2-yl)-3-((S)-3,3-dimethyl-2-(2,2,2-trifluoroacetylamino)butyryl)-6,6-dichloro-3-azabicyclo[3.1.0]hexane-2-carboxamide NC([C@H](C[C@H]1C(NCC1)=O)NC(=O)[C@@H]1[C@H]2C([C@H]2CN1C([C@H](C(C)(C)C)NC(C(F)(F)F)=O)=O)(Cl)Cl)=O